meta-chlorophenylbenzoic acid ClC=1C(=C(C(=O)O)C=CC1)C1=CC=CC=C1